C(#N)C=1C=[N+](C2=CC=CC=C2C1)C 3-cyano-1-methylquinolinium